ClC=1C=C2C(NC(=NC2=CC1)N1CCN(CC1)C(=O)C1=CC2=C(N=C(O2)C2=CC=CC=C2)C=C1)=O 6-Chloro-2-[4-(2-phenyl-1,3-benzoxazole-6-carbonyl)piperazin-1-yl]-3H-quinazolin-4-one